CC1=NC=C(C=C1)NC(C1=CC=CC=C1)=O N-(2-methylpyridin-5-yl)benzamide